C(CCCCCCCCCCCCC)N1C(=C(C(C2=C(C=C(C=C12)OC)OCC=C)=O)OCC=C)C1=CC(=C(C=C1)OCC=C)OC N-tetradecyl-2-(3-methoxy-4-(2-propen-1-yloxy)-phenyl)-7-methoxy-3,5-di-(2-propen-1-yloxy)-quinolin-4-one